BrC1=C(C=NN1C)C#N 5-bromo-1-methylpyrazole-4-carbonitrile